C[C@H]1CN2C(C=3N1C(=NC3)[C@@](C(F)(F)F)(C)O)=CC(=N2)C23COC(CC2)(CC3)C(=O)O 4-((S)-5-Methyl-3-((R)-1,1,1-trifluoro-2-hydroxypropan-2-yl)-5,6-dihydroimidazo[1,5-a]pyrazolo[5,1-c]pyrazin-9-yl)-2-oxabicyclo[2.2.2]octane-1-carboxylic acid